6-octan-one CCCCCC(CC)=O